Tert-butylbromoacetate C(C)(C)(C)OC(CBr)=O